ClC=1C=CC=C2C(=NC(=NC12)C1=CC=C(OCCOC2CC(C2)C(=O)O)C=C1)C(F)(F)F 3-[2-[4-[8-chloro-4-(trifluoromethyl)quinazolin-2-yl]phenoxy]ethoxy]cyclobutanecarboxylic acid